C(CCCCCCCC\C=C/C)O (Z)-10-Dodecen-1-ol